FC=1C(=NC=CC1)C(C)(O)C=1C=C2C(=CC=NC2=CC1)C(=O)[O-] 6-(1-(3-fluoropyridin-2-yl)-1-hydroxyethyl)quinoline-4-carboxylate